Cl.Cl.C[C@H]1N(C[C@@H](NC1)C)C(C(C)C)C1=NC2=CC=C(C=C2C=C1)F 2-(1-((2R,5S)-2,5-Dimethylpiperazin-1-yl)-2-methylpropyl)-6-fluoroquinoline dihydrochloride